ClC1=NC(=C(C=O)C(=C1)C)OC(F)F 6-chloro-2-(difluoromethoxy)-4-methylnicotinaldehyde